BrC1=CC=C(C=C1)C1(COC1)OCCOC 3-(4-bromophenyl)-3-(2-methoxyethoxy)oxetane